FC(S(=O)(=O)[O-])(F)F.[N+](=O)([O-])C1=CC=C(C(=O)O[NH3+])C=C1 O-(4-nitrobenzoyl)-hydroxylammonium trifluoromethanesulfonate